C(C)(C)(C)OC(=O)N1CCN(CC1)C1=CC(N(C2=CC(=C(C=C12)F)C1=C(C=CC=C1OC)F)C1=C(C=CC=C1C)C)=O 4-(1-(2,6-dimethylphenyl)-6-fluoro-7-(2-fluoro-6-methoxyphenyl)-2-oxo-1,2-dihydroquinolin-4-yl)piperazine-1-carboxylic acid tert-butyl ester